4-bromo-3,3-dimethyl-1-(pyrazin-2-yl)indolin-2-one BrC1=C2C(C(N(C2=CC=C1)C1=NC=CN=C1)=O)(C)C